S(=O)(=O)(OCCNC(CC[C@@H](C)[C@H]1CC[C@H]2[C@@H]3[C@H](C[C@@H]4C[C@H](C(C[C@]4(C)[C@H]3CC[C@]12C)(F)F)O)O)=O)[O-].[Na+] Sodium N-(2,2-difluoro-3β,7β-dihydroxy-5β-cholan-24-oyl)-2-aminoethyl sulfate